9-(2,4-difluorophenyl)-7-(6-(5,5-dimethyltetrahydrofuran-3-yl)-3,6-dihydro-2H-pyran-4-yl)-2,3-dimethyl-4H-pyrazino[1,2-a]pyrimidin-4-one FC1=C(C=CC(=C1)F)C1=NC(=CN2C1=NC(=C(C2=O)C)C)C=2CCOC(C2)C2COC(C2)(C)C